(2-(2,2-dimethoxyethoxy)phenyl)(p-tolyl)sulfane COC(COC1=C(C=CC=C1)SC1=CC=C(C=C1)C)OC